3-[4-(2,2,3,3-tetrafluoropropoxy)phenyl]-2-[4,7,10-tris(carboxymethyl)-1,4,7,10-tetraazacyclododecan-1-yl]propanoic acid FC(COC1=CC=C(C=C1)CC(C(=O)O)N1CCN(CCN(CCN(CC1)CC(=O)O)CC(=O)O)CC(=O)O)(C(F)F)F